COC(NC(CC1=CC=C(C=C1)Br)C)=O (1-(4-bromophenyl)propan-2-yl)carbamic acid methyl ester